5-methyl-3-(4-piperidyl)-1,2,4-oxadiazole CC1=NC(=NO1)C1CCNCC1